Cl.C(C1=CC=CC=C1)[C@H]1C(N(C(N1)(C)C)C)=O (S)-5-benzyl-2,2,3-trimethylimidazolidin-4-one-HCl